FC1=C(C(=CC=C1)OC)N1N=C2C(=CC1=O)NN=C2C2=CC=C(C=C2)N2CC1N(C(CN(C1)C)=O)CC2 8-(4-(5-(2-fluoro-6-methoxyphenyl)-6-oxo-5,6-dihydro-1H-pyrazolo[4,3-c]pyridazin-3-yl)phenyl)-2-methylhexahydro-1H-pyrazino[1,2-a]pyrazin-4(6H)-one